Tert-butyl (3RS,4RS)-3-((5-bromo-1-methyl-1H-pyrazol-4-yl)methoxy)-4-methylpyrrolidine-1-carboxylate BrC1=C(C=NN1C)CO[C@H]1CN(C[C@H]1C)C(=O)OC(C)(C)C |r|